N1=C(C=CC2=CC=CC=C12)C(=O)[O-].[Al+3].N1=C(C=CC2=CC=CC=C12)C(=O)[O-].N1=C(C=CC2=CC=CC=C12)C(=O)[O-] aluminium quinolate